C[C@H]1C2=C(C3=C(C=C(C=C3)O)OC2=O)O[C@]1(C)CC/C=C(\\C)/CC(=O)C=C(C)C The molecule is a furanocoumarin that is 2,3-dihydrofuro[3,2-c]coumarin substituted by a hydroxy group at position 7, methyl groups at positions 2 and 3 (relatively cis configuration) and a 4,8-dimethyl-3(E),7-nonadien-6-onyl moiety at position 2. Isolated from the roots of Ferula fukanensis and Ferula ferulioides, it exhibits inhibitory activity against production of nitric oxide (NO). It has a role as a metabolite and an EC 1.14.13.39 (nitric oxide synthase) inhibitor. It is a furanocoumarin, a member of phenols, a sesquiterpenoid and a ketone.